ON=CC(=O)O HYDROXYIMINO-ACETIC ACID